4-n-hexyloxyphenylethylamine C(CCCCC)OC1=CC=C(C=C1)CCN